tert-butyl 4-[3-[5-[8-(5-acetyl-1-tetrahydropyran-4-yl-6,7-dihydro-4H-pyrazolo[4,3-c]pyridin-3-yl)-3-isoquinolyl]-2-pyridyl]-3,9-diazaspiro[5.5]undecan-9-yl]benzoate C(C)(=O)N1CC2=C(CC1)N(N=C2C=2C=CC=C1C=C(N=CC21)C=2C=CC(=NC2)N2CCC1(CC2)CCN(CC1)C1=CC=C(C(=O)OC(C)(C)C)C=C1)C1CCOCC1